1-(6-(6-chloro-8-fluoro-7-(6-methyl-1H-indazol-7-yl)-2-(((S)-1-methylpyrrolidin-2-yl)methoxy)quinazolin-4-yl)-2,6-diazaspiro[3.4]octan-2-yl)prop-2-en-1-one ClC=1C=C2C(=NC(=NC2=C(C1C=1C(=CC=C2C=NNC12)C)F)OC[C@H]1N(CCC1)C)N1CC2(CN(C2)C(C=C)=O)CC1